CN(CCN)C N2,N2-dimethyl-1,2-ethanediamine